4-(2-hydroxyethyl)benzaldehyde OCCC1=CC=C(C=O)C=C1